FC1(CCN(CC1)C=1C=2N(C=C(C1)NC(C1=C(C=C(C=C1)S(=O)(=O)C)N1CCC3(CC3)CC1)=O)C=NN2)F N-(8-(4,4-difluoropiperidin-1-yl)-[1,2,4]triazolo[4,3-a]pyridin-6-yl)-4-(methylsulfonyl)-2-(6-azaspiro[2.5]octan-6-yl)benzamide